((dimethylamino)methylene)-3-methoxybenzamide CN(C)C=NC(C1=CC(=CC=C1)OC)=O